6-benzyl-5-hydroxy-8-(3-morpholinopropyl)-1,3-bis(3-methylphenyl)pyrido[2,3-d]pyrimidine-2,4,7(1H,3H,8H)-trione C(C1=CC=CC=C1)C1=C(C2=C(N(C(N(C2=O)C2=CC(=CC=C2)C)=O)C2=CC(=CC=C2)C)N(C1=O)CCCN1CCOCC1)O